[Br-].CC=1N=C(SC1C)N1N([NH2+]C(=N1)C1=CC=CC=C1)C1=CC=CC=C1 3-(4,5-di-methylthiazol-2-yl)-2,5-diphenyltetrazolium bromid